CC1(CNC(CC1)C)O 3,6-dimethylpiperidin-3-ol